[5-[(1R)-1-(3,5-dichloro-4-pyridinyl)ethoxy]-6-methoxy-1-tetrahydropyran-2-yl-indazol-3-yl]-2-[3-(2-hydroxyethylamino)-3-methyl-azetidin-1-yl]pyridine-3-carbonitrile ClC=1C=NC=C(C1[C@@H](C)OC=1C=C2C(=NN(C2=CC1OC)C1OCCCC1)C1=C(C(=NC=C1)N1CC(C1)(C)NCCO)C#N)Cl